CC=1N=NN(N1)C=1C=C(C(=O)NCCN2C(C3=CC4=C(N=CC=C4N3CC2)OCC(F)(F)F)=O)C=CC1 3-(5-Methyltetrazol-2-yl)-N-[2-[10-oxo-6-(2,2,2-trifluoroethoxy)-1,5,11-triazatricyclo[7.4.0.02,7]trideca-2,4,6,8-tetraen-11-yl]ethyl]benzamide